4(s)-ethyl-2-(2-hydroxy-4-methoxyphenyl)imidazole C(C)C=1N=C(NC1)C1=C(C=C(C=C1)OC)O